O[C@H]1CN(CCC1)C(=O)OCC1=CC=CC=C1 benzyl (3R)-3-hydroxypiperidine-1-carboxylate